N-isopropyl-N-(2-(4-methoxy-1H-pyrrolo[2,3-b]pyridin-3-yl)ethyl)propan-2-amine C(C)(C)N(C(C)C)CCC1=CNC2=NC=CC(=C21)OC